3-amino-N-{7-[3-amino-4-(fluoromethyl)pyrrolidin-1-yl]-2H,3H,4H-pyrano[2,3-b]pyridin-3-yl}-5-fluoro-6-methylthieno[2,3-b]pyridine-2-carboxamide NC1=C(SC2=NC(=C(C=C21)F)C)C(=O)NC2CC=1C(=NC(=CC1)N1CC(C(C1)CF)N)OC2